BrC1=CC=C(C=C1)N(C1=CC=C(C(=O)C=2CN(C3=CC=CC=C3C2O)C)C=C1)C1=CC=C(C=C1)Br 3-{4-[bis(4-bromophenyl)amino]benzoyl}-4-hydroxy-1-methylquinoline